tert-butyl (3-(3,3-difluoro-4-hydrazinyl-2-hydroxy-4-oxobutan-2-yl)phenyl)carbamate FC(C(C)(O)C=1C=C(C=CC1)NC(OC(C)(C)C)=O)(C(=O)NN)F